(3R,4R)-3-fluoro-4-(4-((R)-6-(methoxymethyl)-6-methyl-4,5,6,7-tetrahydro-1H-indazole-3-carboxamido)-1H-pyrazole-1-yl)piperidine-1-carboxylic acid tert-butyl ester C(C)(C)(C)OC(=O)N1C[C@H]([C@@H](CC1)N1N=CC(=C1)NC(=O)C1=NNC=2C[C@](CCC12)(C)COC)F